O1[C@@H]([C@@H](O)C(=O)C=2C(O)=CC(O)=CC12)C1=CC(O)=C(O)C=C1 |r| rac-Taxifolin